1-((((2S,3R)-3-(3,3-difluorobutyl)-2-fluoro-5-(4-fluorophenyl)-1,1-dioxido-7-(trifluoromethyl)-2,3,4,5-tetrahydrobenzo[b][1,4]thiazepin-8-yl)oxy)methyl)cyclopropane-1-carboxylic acid FC(CC[C@@H]1CN(C2=C(S([C@@H]1F)(=O)=O)C=C(C(=C2)C(F)(F)F)OCC2(CC2)C(=O)O)C2=CC=C(C=C2)F)(C)F